C(CCC)OC(=O)C1=CN2C3=C(C=CC=C3C1)OC2 2H,6H-oxazolo[5,4,3-ij]Quinoline-5-carboxylic acid butyl ester